C(C)(C)(C)N1C[C@@H](OCC1)CN1CCC(CC1)N1CCC(CC1)N1C[C@H]2N(C=3C(=NN=C(C3)C3=C(C=CC=C3)O)NC2)CC1 tert-butyl-(S)-2-((4-((S)-2-(2-hydroxyphenyl)-5,6,6a,7,9,10-hexahydro-8H-pyrazino[1',2':4,5]pyrazino[2,3-c]pyridazin-8-yl)-[1,4'-bipiperidin]-1'-yl)methyl)morpholine